C1(CC1)C(=O)N1CC2=C(CC1)SC(=C2)C=2C=C(C(=C(C2)C(\C=C\C2=CC=CC=C2)=O)O)OC (E)-1-(5-(5-(cyclopropanecarbonyl)-4,5,6,7-tetrahydrothieno[3,2-c]pyridin-2-yl)-2-hydroxy-3-methoxyphenyl)-3-phenylprop-2-en-1-one